N3-(4-chlorophenyl)-1-[1-[4-(trifluoromethyl)pyrimidin-2-yl]imidazol-4-yl]sulfonyl-1,2,4-triazole-3,5-diamine ClC1=CC=C(C=C1)NC1=NN(C(=N1)N)S(=O)(=O)C=1N=CN(C1)C1=NC=CC(=N1)C(F)(F)F